FC=1C(=C(C=CC1F)[C@H]1[C@@H](O[C@]([C@H]1C)(C(F)(F)F)C)C(=O)NC=1C=NC(=NC1)[C@H](CO)O)OC(C)C (2R,3S,4S,5R)-3-(3,4-difluoro-2-isopropoxyphenyl)-N-(2-((R)-1,2-dihydroxyethyl)pyrimidin-5-yl)-4,5-dimethyl-5-(trifluoromethyl)tetrahydrofuran-2-carboxamide